(Z)-3-(2-fluoro-3,4-dimethoxyphenyl)-2-mercaptoacrylic acid FC1=C(C=CC(=C1OC)OC)\C=C(\C(=O)O)/S